COC(C1=C(N=CC(=C1)C=1C=C2C=NN(C2=CC1)C1CCOCC1)N)=O 2-amino-5-(1-(tetrahydro-2H-pyran-4-yl)-1H-indazol-5-yl)nicotinic acid methyl ester